BrC1=CC=C2C=C(N(C2=C1)C(=O)OC(C)(C)C)CNC(CC)=O tert-butyl 6-bromo-2-(propionamidomethyl)-1H-indole-1-carboxylate